N-[(2R,3S)-2-(2,5-difluorophenyl)-5-oxo-tetrahydropyran-3-yl]carbamic acid tert-butyl ester C(C)(C)(C)OC(N[C@@H]1[C@H](OCC(C1)=O)C1=C(C=CC(=C1)F)F)=O